NC=1C=C(C=CC1C)NC1=NC=C(C(=N1)NC)C(=O)NC1=C(C=CC(=C1)NC(C1=CC(=CC=C1)C(F)(F)F)=O)C 2-((3-Amino-4-methylphenyl)amino)-N-(2-methyl-5-(3-(trifluoromethyl)benzamido)phenyl)-4-(methylamino)pyrimidine-5-carboxamide